methyl 7-((5-(4-(dimethylcarbamoyl)phenyl)pyridin-2-yl)amino)-2,3-dihydro-1H-pyrido[2,3-b][1,4]oxazine-1-carboxylate CN(C(=O)C1=CC=C(C=C1)C=1C=CC(=NC1)NC1=CC2=C(OCCN2C(=O)OC)N=C1)C